4-(2-nitroprop-1-enyl)phenyl thiocyanate [N+](=O)([O-])C(=CC1=CC=C(C=C1)SC#N)C